5,6-diethyl-2,3-dihydro-indene-2-amine hydrochloride Cl.C(C)C=1C=C2CC(CC2=CC1CC)N